COCC1COC2=C(O1)C=CC(=C2)/C=C/C2=C1C=C(N=CC1=C(N=C2)NC)NC(=O)C2CC2 (E)-N-(5-(2-(2-(methoxymethyl)-2,3-dihydrobenzo[b][1,4]dioxin-6-yl)vinyl)-8-(methylamino)-2,7-naphthyridin-3-yl)cyclopropanecarboxamide